BrCC1OC(OCC1)(C)C 4-(bromomethyl)-2,2-dimethyl-1,3-dioxane